(R)-3-(1-((6-(4-hydroxy-piperidin-4-yl)-7-methoxy-2-methylquinazolin-4-yl)amino)ethyl)-2-methylbenzonitrile OC1(CCNCC1)C=1C=C2C(=NC(=NC2=CC1OC)C)N[C@H](C)C=1C(=C(C#N)C=CC1)C